(2S,3S)-2-amino-3-(aminomethyl)-6-dihydroxyboryl-hexanoic acid dihydrochloride Cl.Cl.N[C@H](C(=O)O)[C@@H](CCCB(O)O)CN